N-(5-Chloro-6-(5-((dimethylamino)methyl)-1H-1,2,3-triazol-1-yl)pyridin-3-yl)-1-(chinolin-5-yl)-5-(trifluoromethyl)-1H-pyrazol-4-carboxamid ClC=1C=C(C=NC1N1N=NC=C1CN(C)C)NC(=O)C=1C=NN(C1C(F)(F)F)C1=C2C=CC=NC2=CC=C1